N-(2-(furan-2-yl)-5-((methoxyimino)methyl)phenyl)benzenesulfonamide O1C(=CC=C1)C1=C(C=C(C=C1)C=NOC)NS(=O)(=O)C1=CC=CC=C1